C(C1=CC=CC=C1)N1CCC(CC1)NC(=O)N1CC(C2=NC=CC=C21)(C)C N-(1-benzylpiperidin-4-yl)-3,3-dimethyl-2,3-dihydro-1H-pyrrolo[3,2-b]pyridine-1-carboxamide